2,2-difluoro-6-nitrobenzo[d][1,3]dioxol-5-ol FC1(OC2=C(O1)C=C(C(=C2)O)[N+](=O)[O-])F